(R)-2-((((9H-fluoren-9-yl)methoxy)carbonyl)amino)-3-chloropropanoic acid C1=CC=CC=2C3=CC=CC=C3C(C12)COC(=O)N[C@H](C(=O)O)CCl